N1C=CC=2C1=NC=CC2C2=C(C=1CCCC1C=C2)N 5-(1H-pyrrolo[2,3-B]pyridin-4-yl)-2,3-dihydro-1H-inden-4-amine